FC=1C=CC=C2CCC(C12)O 7-fluoro-indan-1-ol